C(C)OC1=C(OCC2CO2)C=CC=C1 (2-ethoxyphenoxy)-2,3-epoxypropane